C(CCCCCCCCC)C(COC1=C(C=CC(=C1)OCC(CCCCCCCCCCCC)CCCCCCCCCC)CO)CCCCCCCCCCCC 2,4-bis-(2-decyl-tetradecyloxy)-phenylmethanol